2-(4-Methoxy-1-methyl-6-oxo-1,6-dihydropyridin-3-yl)benzaldehyde COC=1C(=CN(C(C1)=O)C)C1=C(C=O)C=CC=C1